8-cyclopentyl-2-(4-(phenethylamino)piperidin-1-yl)-6-phenylpyrido[2,3-d]pyrimidin-7-one C1(CCCC1)N1C(C(=CC2=C1N=C(N=C2)N2CCC(CC2)NCCC2=CC=CC=C2)C2=CC=CC=C2)=O